CNC(CC[Mg]Cl)NC 3,3-dimethylaminopropyl-magnesium chloride